BrC1=CC=C2C(=N1)C(=CN2)NC2=NC1=C(N2)C=CC(=C1)C(=O)O 2-[(5-bromo-1H-pyrrolo[3,2-b]pyridin-3-yl)amino]-1H-benzo[d]imidazole-5-carboxylic acid